3-chloro-1-methyl-5-(1-(1-phenylethyl)-1H-pyrazol-4-yl)pyridin-2(1H)-one ClC=1C(N(C=C(C1)C=1C=NN(C1)C(C)C1=CC=CC=C1)C)=O